N,N'-diisopropyl-propane-1,2-diimine C(C)(C)N=CC(C)=NC(C)C